disodium hydrogenphosphate-ethylenediamine tetrakismethylene(3,5-di-t-butyl-4-hydroxyhydrocinnamate) C=C1C(=C(C(C(C1C(C(C(=O)[O-])=C)=C)=C)C(C)(C)C)O)C(C)(C)C.C(CN)N.P(=O)(O)([O-])O.[Na+].[Na+]